3-(2,4-dioxotetrahydropyrimidin-1(2H)-yl)-4-(trifluoromethyl)benzoic acid pentafluorophenyl ester FC1=C(C(=C(C(=C1OC(C1=CC(=C(C=C1)C(F)(F)F)N1C(NC(CC1)=O)=O)=O)F)F)F)F